C(C)(C)(C)C1=NC(=NO1)C1=CC=C(C=C1)C(=O)N1CC2(C1)CC(C2)N2C=NC(=C2)C2CC2 (4-(5-(tert-butyl)-1,2,4-oxadiazol-3-yl)phenyl)(6-(4-cyclopropyl-1H-imidazol-1-yl)-2-azaspiro[3.3]heptan-2-yl)methanone